trans-linoleyl palmitoleate C(CCCCCCC\C=C/CCCCCC)(=O)OCCCCCCCC\C=C\C\C=C/CCCCC